C(C1=CC=CC=C1)OC1=C(C=CC=C1F)C1CCC(CC1)OC[C@]1(C[C@H](CC1)NS(=O)(=O)C)C(=O)N (1S,3S)-1-(((4-(2-(benzyloxy)-3-fluorophenyl)cyclohexyl)oxy)methyl)-3-(methylsulfonamido)cyclopentane-1-carboxamide